OCC1=CC=C(C=C1)COC1=C2C(N(C(C2=CC=C1)=O)C1C(N(C(CC1)=O)C(=O)OC(C)(C)C)=O)=O tert-butyl 3-[4-[[4-(hydroxymethyl)phenyl]methoxy]-1,3-dioxo-isoindolin-2-yl]-2,6-dioxo-piperidine-1-carboxylate